N=1NN=NC1C1=CC=C(C=C1)N1C=CC=2C1=NC=C(C2)C(=O)N2CCC(CC2)(F)F (1-(4-(2H-tetrazol-5-yl)phenyl)-1H-pyrrolo[2,3-b]pyridin-5-yl)(4,4-difluoropiperidin-1-yl)methanone